4-[2-(2-chloro-3-methyl-4-pyridinyl)ethynyl]-5-methyl-1-(5-methyl-2-pyridinyl)imidazole-2-carboxamide ClC1=NC=CC(=C1C)C#CC=1N=C(N(C1C)C1=NC=C(C=C1)C)C(=O)N